N,N-dimethyl-phenyl-ammonium C[NH+](C)C1=CC=CC=C1